methyl [(8R,9aR)-3-amino-5-oxo-8,9,9a,10-tetrahydro-5H,7H-pyrido[3,2-f]pyrrolo[2,1-c][1,4]oxazepin-8-yl]carbamate NC1=CC=2C(N3[C@@H](COC2N=C1)C[C@H](C3)NC(OC)=O)=O